O=C1C(=CN=C(N1CC(=O)O)C1=CC=CC=C1)NC(=O)C=1SC(=CC1)OC1=CC=CC=C1 2-(6-oxo-5-(5-phenoxythiophene-2-carboxamido)-2-phenylpyrimidin-1(6H)-yl)acetic acid